3-((dimethylamino)methyl)-N-(3-fluorophenyl)-4-hydroxy-4-(3-methoxyphenyl)piperidine-1-carboxamide hydrochloride Cl.CN(C)CC1CN(CCC1(C1=CC(=CC=C1)OC)O)C(=O)NC1=CC(=CC=C1)F